CN(C)C Tri-Methyl-Amin